N-(4-((4-(1-isopropyl-1H-pyrazol-4-yl)-5-methylpyrimidin-2-yl)amino)phenethyl)-4-dimethylaminobutyramide C(C)(C)N1N=CC(=C1)C1=NC(=NC=C1C)NC1=CC=C(CCNC(CCCN(C)C)=O)C=C1